4-(2-chloro-4-((3-(dimethylcarbamoyl)pyridin-2-yl)amino)phenoxy)pyridin methyl-(R)-2-fluoro-3-(5-methylthiazol-2-yl)-5-((tetrahydrofuran-3-yl)oxy)benzoate COC(C1=C(C(=CC(=C1)O[C@H]1COCC1)C=1SC(=CN1)C)F)=O.ClC1=C(OC2=CC=NC=C2)C=CC(=C1)NC1=NC=CC=C1C(N(C)C)=O